N12CCNCCC2=CCCC1 1,4-diazabicyclo[5.4.0]undec-7-ene